C(#C)C=1SC=C2OCCOC21 5-ethynyl-2,3-dihydrothieno[3,4-b][1,4]dioxin